BrC1=CC(=C(C=C1)C[C@@H](C#N)NC(OC(C)(C)C)=O)F tert-butyl N-[(1S)-2-(4-bromo-2-fluorophenyl)-1-cyanoethyl]carbamate